C(C)(C)(C)C1=CC=C(C=C1)[S@](=NC(=O)C1=CC2=CC=CC=C2C=C1)C1=C(C(=CC=C1)C)C1=C(C=CC=C1C)I N-((S)-(4-(tert-butyl)phenyl)((R)-2'-iodo-6,6'-dimethyl-[1,1'-biphenyl]-2-yl)-λ4-sulfaneylidene)-2-naphthamide